N-(5-((2R,3S)-3-hydroxy-2-methylpyrrolidin-1-yl)-2-(trifluoromethyl)pyridin-3-yl)-6-(1-(2,2,2-trifluoroethyl)-1H-pyrazol-4-yl)picolinamide O[C@@H]1[C@H](N(CC1)C=1C=C(C(=NC1)C(F)(F)F)NC(C1=NC(=CC=C1)C=1C=NN(C1)CC(F)(F)F)=O)C